C(C)N(C=1C2=C(N=CN1)N=CS2)/N=C/C=2C=CC1=C(COB1O)C2 N-Ethyl-N-[(E)-(1-Hydroxy-3H-2,1-benzoxaborol-5-yl)methylenamino]thiazolo[4,5-d]pyrimidin-7-amin